NC1=NC=2C=C(C(=CC2C2=C1C=NN2C)C(=O)N(CC2=NC=C(C=C2)C#C)C2CC2)F 4-amino-N-cyclopropyl-N-((5-ethynylpyridin-2-yl)methyl)-7-fluoro-1-methyl-1H-pyrazolo[4,3-c]quinoline-8-carboxamide